C1=CC=CC2=CC=3C=CC=C4N=C5C6=C7C(C=C5C(C34)=C12)=C1C=CC=CC1=CC7=CC=C6 anthra(9,1-bc)naphtho(3,2,1-kl)acridine